[Si](C1=CC=CC=C1)(C1=CC=CC=C1)(C(C)(C)C)OCCC(CNC(OC(C)(C)C)=O)=CF tert-butyl (4-((tert-butyldiphenylsilyl)oxy)-2-(fluoromethylene)butyl)carbamate